3-[(2-bromophenyl)sulfanyl]propanoic acid BrC1=C(C=CC=C1)SCCC(=O)O